spiro(isochromene-1,1'-isoindoline) C12(NCC3=CC=CC=C13)OC=CC1=CC=CC=C12